cyanomethyl-phosphole C(#N)CC=1PC=CC1